(R)-6-(3,6-Dihydro-2H-pyran-4-yl)-7-methoxy-2-methyl-N-(1-(3-nitro-5-(trifluoromethyl)Phenyl)ethyl)pyrido[2,3-d]pyrimidin-4-amine O1CCC(=CC1)C1=CC2=C(N=C(N=C2N[C@H](C)C2=CC(=CC(=C2)C(F)(F)F)[N+](=O)[O-])C)N=C1OC